butyl N,N-diheptylcarbamate C(CCCCCC)N(C(OCCCC)=O)CCCCCCC